NC1=CC=C(OCOC2=CC=C(C=C2)N)C=C1 bis[4-aminophenoxy]methane